{4-[1-(aminomethyl)-5-(difluoromethyl)-4-oxo-3H-pyrido[4,3-d][1,2]diazin-7-yl]-2-(tridecylmethyl)pyrazol-3-yl}-4-chloro-3-fluoro-6-[(methylcyclopropyl)oxy]benzene-1-carbonitrile NCC1=NNC(C2=C1C=C(N=C2C(F)F)C2=C(N(N=C2)CCCCCCCCCCCCCC)C2=C(C(=CC(=C2F)Cl)OC2(CC2)C)C#N)=O